COCCN1N=C2C(C(N(C3=C(N=CC=C23)N)C)C)=N1 2-(2-methoxyethyl)-4,5-dimethyl-4,5-dihydro-2H-[1,2,3]triazolo[4,5-c][1,7]naphthyridin-6-amine